COCC1CC1 (methoxymethyl)cyclopropan